4-((4-carbamoylbenzyl)oxy)phenyl sulfurofluoridate S(OC1=CC=C(C=C1)OCC1=CC=C(C=C1)C(N)=O)(=O)(=O)F